N-(5-bromo-2,3-difluorophenyl)-3-(trifluoromethyl)benzenesulfonamide BrC=1C=C(C(=C(C1)NS(=O)(=O)C1=CC(=CC=C1)C(F)(F)F)F)F